C1(=CC=CC=C1)C(CC1CCCCC1)C1=CC=CC=C1 2-(2,2-diphenyl-ethyl)cyclohexane